6-(4-Chlorophenyl)-4-(1-methyl-1H-pyrazol-4-yl)-2H-pyrazolo[4,3-c]pyridine ClC1=CC=C(C=C1)C1=CC=2C(C(=N1)C=1C=NN(C1)C)=CNN2